N-(Aminoimino-methyl)-glycin NN=CNCC(=O)O